(3-dimethylaminopropyl)ethyl-tin CN(CCC[Sn]CC)C